dibutyltin disalicylate C(C=1C(O)=CC=CC1)(=O)[O-].C(C=1C(O)=CC=CC1)(=O)[O-].C(CCC)[Sn+2]CCCC